CN1N=C(C2=NC=CC=C21)C2=NC=CC(=C2)C2=NOC(=N2)C(F)(F)F 3-(2-(1-methyl-1H-pyrazolo[4,3-b]pyridin-3-yl)pyridin-4-yl)-5-(trifluoromethyl)-1,2,4-oxadiazole